methyl (S)-2-(1-((tert-butoxycarbonyl)amino)ethyl)-3,5-dichlorobenzofuran-7-carboxylate C(C)(C)(C)OC(=O)N[C@@H](C)C=1OC2=C(C1Cl)C=C(C=C2C(=O)OC)Cl